ClC=1C=C(C=CC1)N1N=C(C=C1)C1CCN(CC1)C1=CC(N(C2=CC=CC=C12)C)=O 4-{4-[1-(3-chlorophenyl)-1H-pyrazol-3-yl]piperidin-1-yl}-1-methyl-2-oxo-1,2-dihydroquinoline